2-(difluoromethyl)-7-(3-(6,7-dihydropyrazolo[1,5-a]pyrimidin-4(5H)-yl)-7,8-dihydro-1,6-naphthyridin-6(5H)-yl)-8,9-dimethyl-4H-pyrimido[1,2-b]pyridazin-4-one FC(C=1N=C2N(N=C(C(=C2C)C)N2CC=3C=C(C=NC3CC2)N2C=3N(CCC2)N=CC3)C(C1)=O)F